(1r,4r)-9'-(benzyloxy)-5'-(4-fluorophenyl)-4',4'-dimethyl-4',5'-dihydro-3'H-spiro[cyclohexane-1,1'-pyrano[4,3-b]indol]-4-ol C(C1=CC=CC=C1)OC=1C=2C3=C(N(C2C=CC1)C1=CC=C(C=C1)F)C(COC31CCC(CC1)O)(C)C